magnesium sodium pyrophosphate [O-]P([O-])(=O)OP(=O)([O-])O.[Na+].[Mg+2]